5-(benzyloxy)-4-methyl-[3,3'-bipyridine]-6-carbonitrile C(C1=CC=CC=C1)OC=1C(=C(C=NC1C#N)C=1C=NC=CC1)C